ClC1=C(C=C(OCC(=O)N[C@H]2CC[C@@H](NC2)C(=O)N[C@H]2C[C@H](CC2)OC(F)(F)F)C=C1)F (2r,5s)-5-[2-(4-chloro-3-fluorophenoxy)acetamido]-N-[(1r,3s)-3-(trifluoromethoxy)cyclopentyl]piperidine-2-carboxamide